FC1(CCC(CC1)N(C(OC(C)(C)C)=O)C1=NC(=NC(=C1)N1CCOCC1)C=1SC=C(N1)C(F)(F)F)F tert-butyl (4,4-difluorocyclohexyl)(6-morpholino-2-(4-(trifluoromethyl)thiazol-2-yl)pyrimidin-4-yl)carbamate